(2R,3R,5R)-4,4-difluoro-2-[[(2-methylpropanoyl)oxy]methyl]-5-[2-oxo-4-(2-propylpentanamido)-1,2-dihydropyrimidin-1-yl]oxolan-3-yl (2S)-2-amino-3-methylbutanoate N[C@H](C(=O)O[C@@H]1[C@H](O[C@H](C1(F)F)N1C(N=C(C=C1)NC(C(CCC)CCC)=O)=O)COC(C(C)C)=O)C(C)C